O=C1NC(CCC1N1C(C(=CC1=O)NC=1C=C(C=CC1)CCC(=O)NC1=CC=C(C=C1)C(F)(F)F)=O)=O 3-(3-((1-(2,6-dioxopiperidin-3-yl)-2,5-dioxo-2,5-dihydro-1H-pyrrol-3-yl)amino)phenyl)-N-(4-(trifluoromethyl)phenyl)propanamide